1,4-bis(triisopropylsilyl)-4-hydroxyindole C(C)(C)[Si](N1CC=C2C(C=CC=C12)(O)[Si](C(C)C)(C(C)C)C(C)C)(C(C)C)C(C)C